(3,4-dihydroxybenzoyl)-1'-(4-hydroxy-3-methoxyphenyl)-1',2',5',6',7',7a'-hexahydro-2H-spiro[acenaphthylene-1,3'-pyrrolizin]-2-one OC=1C=C(C(=O)C2(CC3(N4CCCC24)C(C2=CC=CC4=CC=CC3=C24)=O)C2=CC(=C(C=C2)O)OC)C=CC1O